C(C)OCCOCCOC(C(=C)C)=O.CC1=C(C=C(C=C1)C)C 1,2,4-trimethyl-benzene 2-(2-ethoxyethoxy)ethyl-methacrylate